Cl.Cl.Cl.COC=1C=2N(C=C(C1)NC(=O)C1=CC=C3C(=NN(C3=C1)C)C)C=C(N2)C2NCCC2 N-(8-methoxy-2-pyrrolidin-2-yl-imidazo[1,2-a]pyridin-6-yl)-1,3-dimethyl-indazole-6-carboxamide trihydrochloride